NC1=NC=2C=CC(=CC2C2=C1N(N=C2)C)C(=O)N([C@@H]2CO[C@H](C1=C2C=CC(=C1)C(F)(F)F)C)C 4-amino-N,3-dimethyl-N-((1S,4S)-1-methyl-7-(trifluoromethyl)-3,4-dihydro-1H-2-benzopyran-4-yl)-3H-pyrazolo[3,4-c]quinoline-8-carboxamide